tert-butyl (S)-2-(5-fluoro-4-(1-(4-(trifluoromethoxy)benzoyl)-1,2,3,6-tetrahydropyridin-4-yl)-1H-pyrrolo[2,3-b]pyridin-2-yl)morpholine-4-carboxylate FC=1C(=C2C(=NC1)NC(=C2)[C@@H]2CN(CCO2)C(=O)OC(C)(C)C)C=2CCN(CC2)C(C2=CC=C(C=C2)OC(F)(F)F)=O